5-iodo-2-(bromomethyl)-3-fluoro-benzoic acid methyl ester COC(C1=C(C(=CC(=C1)I)F)CBr)=O